4-[(2-hydroxy-2-methyl-propyl)-[4-(5,6,7,8-tetrahydro-1,8-naphthyridin-2-yl)butyl]amino]-2-[(1-methylindazole-4-carbonyl)amino]butanoic acid OC(CN(CCC(C(=O)O)NC(=O)C=1C=2C=NN(C2C=CC1)C)CCCCC1=NC=2NCCCC2C=C1)(C)C